(S)-1-((6-((2-Fluoro-3'-((3-(((2-hydroxyethyl)amino)methyl)-1,7-naphthyridin-8-yl)amino)-2'-methyl-[1,1'-biphenyl]-3-yl)carbamoyl)pyridin-3-yl)methyl)piperidin FC1=C(C=CC=C1NC(=O)C1=CC=C(C=N1)CN1CCCCC1)C1=C(C(=CC=C1)NC=1N=CC=C2C=C(C=NC12)CNCCO)C